9-bromo-1-(3,3-difluorocyclobutyl)-8-methoxy-5,6-dihydroimidazo[5,1-a]isoquinoline-3-carboxylic acid BrC1=C(C=C2CCN3C(C2=C1)=C(N=C3C(=O)O)C3CC(C3)(F)F)OC